2,4-dihydroxyl-5-chlorobenzaldehyde OC1=C(C=O)C=C(C(=C1)O)Cl